ethyl 4-(5-bromo-6-methoxyisoindolin-2-yl)-4-oxobutanoate BrC=1C=C2CN(CC2=CC1OC)C(CCC(=O)OCC)=O